2-bromoimidazo[1,2-a]pyridin-3-amine BrC=1N=C2N(C=CC=C2)C1N